C(C=C)(=O)N1CC=2N=CN=C(C2CC1)N1C[C@@H](CCC1)NC1=NC=C(C=N1)C#N (R)-2-((1-(7-propenoyl-5,6,7,8-tetrahydropyrido[3,4-d]pyrimidin-4-yl)piperidin-3-yl)amino)pyrimidine-5-carbonitrile